2,4,6-trimethylbenzoyl-phenylphosphine CC1=C(C(=O)PC2=CC=CC=C2)C(=CC(=C1)C)C